5-trifluoromethylpyrimidine FC(C=1C=NC=NC1)(F)F